1-Ethyl 2-[2-(tert-butoxycarbonylamino)-4-pyridyl]oxazole-4-carboxylate C(C)(C)(C)OC(=O)NC1=NC=CC(=C1)C=1OC=C(N1)C(=O)OCC